N-(5-(6,6-dimethyl-2-(4-methyl-4H-1,2,4-triazol-3-yl)spiro[3.3]heptan-2-yl)-2-fluorophenyl)-5-((isopentylamino)methyl)-2-oxo-1-(2,2,2-trifluoroethyl)-1,2-dihydropyridine-3-carboxamide CC1(CC2(CC(C2)(C2=NN=CN2C)C=2C=CC(=C(C2)NC(=O)C=2C(N(C=C(C2)CNCCC(C)C)CC(F)(F)F)=O)F)C1)C